Pentaerythritol tetrakis(3-(3,5-di-tert-butyl-4-hydroxyphenyl)propionat) C(C)(C)(C)C=1C=C(C=C(C1O)C(C)(C)C)CCC(=O)OCC(COC(CCC1=CC(=C(C(=C1)C(C)(C)C)O)C(C)(C)C)=O)(COC(CCC1=CC(=C(C(=C1)C(C)(C)C)O)C(C)(C)C)=O)COC(CCC1=CC(=C(C(=C1)C(C)(C)C)O)C(C)(C)C)=O